C1(CC1)CNC1=NC=CC(=C1)C=1OC=C(N1)C(=O)N 2-(cyclopropylmethylamino)-4-pyridyl-oxazole-4-carboxamide